C1(CCC1)OC=1C=C2C(=NNC(C2=CC1)=O)CC1=CC(=C(C=C1)F)C(=O)N1CC2CN(CC2C1)C(=O)C1CC1 6-Cyclobutoxy-4-(3-(5-(cyclopropanecarbonyl)octahydropyrrolo[3,4-c]pyrrole-2-carbonyl)-4-fluorobenzyl)phthalazin-1(2H)-one